C1=CC(=C(C=C1NC(=O)CCl)Cl)Cl 2-chloro-N-(3,4-dichlorophenyl)acetamide